C(C)(C)(C)OC(=O)N1C[C@@H](N(CC1)C(C1=C(C(=C(C(=C1)F)Br)Cl)F)=O)CO (3R)-4-(4-bromo-3-chloro-2,5-difluorobenzoyl)-3-(hydroxymethyl)piperazine-1-carboxylic acid tert-butyl ester